C(N)(=O)C1=NN(C=C1[N+](=O)[O-])C1CN(C1)C(=O)OC(C)(C)C Tert-butyl 3-(3-carbamoyl-4-nitro-pyrazol-1-yl)azetidine-1-carboxylate